(3S,4R,5R)-3,4,5-tris(benzyloxy)-1-(((1r,4R)-4-(trifluoromethyl)cyclohexyl)methyl)piperidine C(C1=CC=CC=C1)O[C@H]1CN(C[C@H](C1OCC1=CC=CC=C1)OCC1=CC=CC=C1)CC1CCC(CC1)C(F)(F)F